O=C(C(=O)NC=1C2=C(C=NC1)C=NN2)N2[C@H](CC[C@@H](C2)C)C2=CC1=CN(N=C1C=C2)[C@@H]2CC(N(CC2)C)(C)C |o1:30| 2-oxo-N-(1H-pyrazolo[4,3-c]pyridin-7-yl)-2-[(2R,5S)-5-methyl-2-[2-[rel-(4S)-1,2,2-trimethyl-4-piperidyl]indazol-5-yl]-1-piperidyl]acetamide